boc-DL-phenylalanine C(=O)(OC(C)(C)C)N[C@@H](CC1=CC=CC=C1)C(=O)O |r|